ClC=1C(=NC(=NC1)NC1=C(C=C(C=C1)N1CCC(CC1)CN1CCN(CC1)C=1C=C2CN(CC2=CC1F)C1C(NC(CC1)=O)=O)OC)NC1=C(C=CC=C1)P(=O)(OC)OC 5-(4-((1-(4-((5-chloro-4-((2-(dimethylphosphono)phenyl)amino)pyrimidin-2-yl)amino)-3-methoxyPhenyl)piperidin-4-yl)methyl)piperazin-1-yl)-2-(2,6-dioxopiperidin-3-yl)-6-fluoroisoindoline